6,4-dichloro-4-trifluoromethylpyridine ClC1=CC(CC=N1)(C(F)(F)F)Cl